NCC(CN1N=CN(C1=O)C=1C=CC(=NC1)C=1C=C2CCC(N(C2=CC1)C)=O)=C(F)F 6-[5-[1-[2-(aminomethyl)-3,3-difluoro-allyl]-5-oxo-1,2,4-triazol-4-yl]-2-pyridinyl]-1-methyl-3,4-dihydroquinolin-2-one